1,2-di-(5Z-hexadecenoyl)-sn-glycero-3-phosphoethanolamine CCCCCCCCCC/C=C\CCCC(=O)OC[C@H](COP(=O)(O)OCCN)OC(=O)CCC/C=C\CCCCCCCCCC